2-vinylbenzocyclobutene C(=C)C1CC=2C1=CC=CC2